CC(=O)C1=CC=C(C2=CC=CC=C21)F 4-fluoro-1-acetonaphthone